C(CCC\C=C/C\C=C/C\C=C/C\C=C/C\C=C/CC)(=O)OCCCCC(NC(C=CC(NCCOCCN(C)C)=O)=O)CCCCOC(CCC\C=C/C\C=C/C\C=C/C\C=C/C\C=C/CC)=O 14-(4-{[(5Z,8Z,11Z,14Z,17Z)-1-oxoicosa-5,8,11,14,17-pentaenyl] oxy} butyl)-2-methyl-9,12-dioxo-5-oxa-2,8,13-triazaoctadec-10-en-18-yl (5Z,8Z,11Z,14Z,17Z)-icosa-5,8,11,14,17-pentaenoate